3-amino-8-bromo-N-benzylimidazo[1,2-a]pyridine-2-carboxamide NC1=C(N=C2N1C=CC=C2Br)C(=O)NCC2=CC=CC=C2